6-cyclopropyl-4-(4-fluoro-2-(4-methyl-4H-1,2,4-triazol-3-yl)phenyl)picolinic acid C1(CC1)C1=CC(=CC(=N1)C(=O)O)C1=C(C=C(C=C1)F)C1=NN=CN1C